OC1=NC(=NC=N1)C1=CC=CC=C1 hydroxyphenyl-s-triazine